1-(7,7-Dimethyl-2-oxo-bicyclo[2.2.1]heptan-1-yl)-N-methyl-N-nitrosomethylsulfonamide CC1(C2(C(CC1CC2)=O)CN(S(=O)=O)CN=O)C